gadolinium boride B12B3[B-]14B5[B-]23B45.[Gd+2]